2-(4-(((5-bromopyridin-2-yl)oxy)methyl)piperidin-1-yl)acetic acid tert-butyl ester C(C)(C)(C)OC(CN1CCC(CC1)COC1=NC=C(C=C1)Br)=O